(S)-(-)-2-amino-6-(propylamino)-4,5,6,7-tetrahydrobenzothiazole NC=1SC2=C(N1)CC[C@@H](C2)NCCC